C(C)N1CCN(CC1)CC=1C=CC(=NC1)NC1=NC=C(C(=N1)N1OCCC1C1=CC=CC=C1)C(F)(F)F N-(5-((4-ethylpiperazin-1-yl)methyl)pyridin-2-yl)-4-(3-phenylisoxazolidin-2-yl)-5-(triFluoromethyl)pyrimidin-2-amine